[Cl-].N(CCO)(CCO)CCO triethanolamine-chloride salt